methyl 5-sulfamoylisoxazole-3-carboxylate S(N)(=O)(=O)C1=CC(=NO1)C(=O)OC